ClC=1C(=C(CC2N(CCOC2)C)C=C(C1)[N+](=O)[O-])C 3-(3-chloro-2-methyl-5-nitrobenzyl)-4-methylmorpholine